C(C)(C)N(P(OCC(C#N)CCCCCCCCCCC(=O)O)[O-])C(C)C 10-carboxy-decyl-(2-cyanoethyl) (N,N-diisopropyl)-phosphoramidite